CC(C)(C)OC(=O)NCC(OCCC(=O)OC(C)(C)C)C1=CC=CC=C1 tert-Butyl 3-[2-[(2-methylpropan-2-yl)oxycarbonylamino]-1-phenylethoxy]propanoate